C1(=C(C=CC=C1)C=1SC(=CN1)C=O)C 2-(o-tolyl)thiazole-5-carbaldehyde